Ethyl (4E)-3,3-dimethyl-4-(3-phenylprop-2-yn-1-ylidene)piperidine-1-carboxylate CC/1(CN(CC\C1=C/C#CC1=CC=CC=C1)C(=O)OCC)C